C1(=CC=CC=C1)N([C@@H](C)C(=O)O)C1=CC=CC=C1 bis-Phenylalanine